ClC1=C(C(=C(C=C1OC)OC)Cl)C1=CC2=C(N=C(N=C2)N[C@H]2[C@H](COC2)NC(C=C)=O)C(=N1)NCC1CCN(CC1)C N-((3R,4S)-4-((6-(2,6-dichloro-3,5-di-methoxyphenyl)-8-(((1-methylpiperidin-4-yl)methyl)amino)pyrido[3,4-d]pyrimidin-2-yl)amino)tetrahydrofuran-3-yl)acrylamide